(2-(3-amino-6-bromopyrazin-2-yl)-2H-indazol-5-yl)methanol NC=1C(=NC(=CN1)Br)N1N=C2C=CC(=CC2=C1)CO